C1=CC(CCC1)=CCOCCC(C(=O)ONCCCOC)C#N methoxypropylamino cyclohexenylidenethoxyethylcyanoacetate